6-amino-1,4-diazepane-2,5-dione NC1C(NCC(NC1)=O)=O